4-(1,1,1-trifluoro-2-methyl-2-methylpropyl)aniline FC(C(CC1=CC=C(N)C=C1)(C)C)(F)F